Hexamethylene-1,6-bis(thiosulfate) disodium salt dihydrate C(CCCSS(=O)(=O)[O-])CCSS(=O)(=O)[O-].[Na+].[Na+]